C(CCC)C(CO)CCCCCC 2-(n-butyl)-1-octanol